NC1=NNC=C1S(=O)(=O)NC=1C=CC(=C2C(=CNC12)C#N)C 3-amino-N-(3-cyano-4-methyl-1H-indol-7-yl)-1H-pyrazole-4-sulfonamide